N-(4'-trifluoromethylbiphenyl-2-yl)-4-difluoromethyl-2-methylthiazole-5-carboxamide FC(C1=CC=C(C=C1)C1=C(C=CC=C1)NC(=O)C1=C(N=C(S1)C)C(F)F)(F)F